(E)-2-(tert-butylamino)-N'-hydroxy-4-(((1R,3R,4R)-3-hydroxy-4-methylcyclohexyl)amino)pyrimidine-5-carboximidamide C(C)(C)(C)NC1=NC=C(C(=N1)N[C@H]1C[C@H]([C@@H](CC1)C)O)\C(\N)=N/O